ABIETANE C=C(C(=O)OC)C1C[C@H](OC(C)=O)C2=C(CC[C@@H]3[C@@](C)(C(=O)OC)C(=O)CC[C@@]23C)[C@@H]1OC(C)=O